(-)-2-({4-[(2-imino-5-methyl-2,3-dihydro-1,3-oxazol-3-yl)methyl]-1H-1,3-benzodiazol-2-yl}amino)-2-[3-(trifluoromethoxy)-phenyl]propan-1-ol N=C1OC(=CN1CC1=CC=CC=2NC(=NC21)NC(CO)(C)C2=CC(=CC=C2)OC(F)(F)F)C